NC1=CC2=CC(=C(C=C2C=C1N)N)N 2,3,6,7-tetraaminonaphthalene